2-acetyl-3,5-dihydroxy-4,6,6-tris(3-methylbut-2-en-1-yl)cyclohexa-2,4-dien-1-one C(C)(=O)C=1C(C(C(=C(C1O)CC=C(C)C)O)(CC=C(C)C)CC=C(C)C)=O